2-[4-(1-Isopropyl-6,6-dimethyl-4-oxo-5,7-dihydropyrazolo[3,4-d]pyrimidin-3-yl)-2-methoxyphenyl]acetic acid C(C)(C)N1N=C(C2=C1NC(NC2=O)(C)C)C2=CC(=C(C=C2)CC(=O)O)OC